NCCC(CCC(=O)SCCNC(CCNC([C@@H](C(COP(OP(OC[C@@H]1[C@H]([C@H]([C@@H](O1)N1C=NC=2C(N)=NC=NC12)O)OP(=O)(O)O)(=O)O)(=O)O)(C)C)O)=O)=O)O 6-amino-4-hydroxyhexanoyl-CoA